OC=1C=C2CCC(C2=CC1)=O 5-hydroxy-2,3-dihydroinden-1-one